6-(propenoyloxy)hexanoic acid C(C=C)(=O)OCCCCCC(=O)O